COC1=CC=C(C=C1)C(OC[C@@H]1C[C@H]([C@@H](O1)N1C=NC=2C(=O)NC(NC(C(C)C)=O)=NC12)OP(=O)O)(C1=CC=CC=C1)C1=CC=C(C=C1)OC 5'-O-[bis(4-methoxyphenyl)(phenyl)methyl]-3'-deoxy-2'-O-[hydroxy(oxido)-λ5-phosphanyl]-N-(2-methylpropanoyl)guanosine